1-[(1R)-1-(4-aminoimidazo[4,5-c]quinolin-1-yl)propyl]cyclohexanol methyl-1-(3-bromophenyl)-3-methylcyclobutane-1-carboxylate CC1C(CC1C)(C(=O)OC1(CCCCC1)[C@@H](CC)N1C=NC=2C(=NC=3C=CC=CC3C21)N)C2=CC(=CC=C2)Br